1-{1-[4-chloro-4'-(4-ethylpiperazin-1-yl)-2'-methyl-[1,1'-biphenyl]-2-yl]piperidin-3-yl}-5-(trifluoromethyl)-1H-pyrazole-4-carboxylic acid ethyl ester C(C)OC(=O)C=1C=NN(C1C(F)(F)F)C1CN(CCC1)C1=C(C=CC(=C1)Cl)C1=C(C=C(C=C1)N1CCN(CC1)CC)C